1-[4-(dimethylamino)phenyl]-ethanone CN(C1=CC=C(C=C1)C(C)=O)C